Cl.NC1=NN2C(OC3=C(C2=O)C(=CC=C3)Cl)=C1C1=CC=C(C=C1)N1CCNCC1 2-amino-8-chloro-3-(4-(piperazin-1-yl)phenyl)-9H-benzo[e]pyrazolo[5,1-b][1,3]oxazin-9-one hydrochloride